chloro(diisopropylamino)(1,1-dimethyl-2-cyanoethoxycarbonylmethyl)phosphine ClP(CC(=O)OC(CC#N)(C)C)N(C(C)C)C(C)C